N-ethoxy-N-propyl-3H-benzo[b]azepine-4-carboxamide C(C)ON(C(=O)C1=CC2=C(N=CC1)C=CC=C2)CCC